(S)-2-((tert-butoxycarbonyl)amino)-3-(5-chloro-2-cyclopropoxyphenyl)propanoic acid C(C)(C)(C)OC(=O)N[C@H](C(=O)O)CC1=C(C=CC(=C1)Cl)OC1CC1